OC(C)(C)C=1C=C(SC1)[S@@](=O)(N)=NC(NC1=C2CCC(C2=CC=2CCCC12)=O)=O (R)-4-(2-hydroxypropan-2-yl)-N'-((1-oxo-1,2,3,5,6,7-hexahydro-s-indacen-4-yl)carbamoyl)thiophene-2-sulfonimidamide